CC=1OC(=CC1C(=O)NC1=NC(=NS1)CC(C)O)C1=CC(=CC=C1)C(F)(F)F 2-Methyl-5-(3-(trifluoromethyl)phenyl)-N-(3-(2-hydroxypropyl)-1,2,4-thiadiazol-5-yl)furan-3-Formamide